2,6-dihydroxy-5'-methyl-4-pentyl-2'-(prop-1-en-2-yl)-N-(4-(trifluoromethyl)phenyl)-[1,1'-biphenyl]-3-carboxamide OC1=C(C(=CC(=C1C(=O)NC1=CC=C(C=C1)C(F)(F)F)CCCCC)O)C1=C(C=CC(=C1)C)C(=C)C